2-(3-(Dimethylamino)azetidin-1-yl)-N-(6-(thiazol-5-yl)isoquinolin-3-yl)Isonicotinamide isopropyl-pelargonate C(C)(C)OC(CCCCCCCC)=O.CN(C1CN(C1)C=1C=C(C(=O)NC=2N=CC3=CC=C(C=C3C2)C2=CN=CS2)C=CN1)C